ClC1=CC=C2C(C(=CNC2=C1F)S(=O)(=O)C1=CC(=CC=C1)F)=O 7-chloro-8-fluoro-3-(3-fluorophenyl)sulfonyl-1H-quinolin-4-one